4-Methoxy-5-[2-(5-trifluoromethoxy-chinolin-8-sulfonylamino)-phenylethynyl]-pyridin COC1=CC=NC=C1C#CC1=C(C=CC=C1)NS(=O)(=O)C=1C=CC(=C2C=CC=NC12)OC(F)(F)F